8-(6-(8-hydroxy-1,4-dioxaspiro[4.5]decan-8-yl)pyridin-3-yl)-8-azabicyclo[3.2.1]octan-3-ol OC1(CCC2(OCCO2)CC1)C1=CC=C(C=N1)N1C2CC(CC1CC2)O